(7-((5-Chloro-6-methylpyridin-2-yl)oxy)-2-azaspiro[3.5]nonan-2-yl)((1s,3s)-3-hydroxy-3-methylcyclobutyl)methanon ClC=1C=CC(=NC1C)OC1CCC2(CN(C2)C(=O)C2CC(C2)(C)O)CC1